N1(CCCC1)C1=CC=C(C=N1)NC1=NC=CC=N1 N-(6-(pyrrolidin-1-yl)pyridin-3-yl)pyrimidin-2-Amine